ClC1=NC=C(C(=C1)C1=CC(=NN1COCC[Si](C)(C)C)C(=O)OC)F methyl 5-(2-chloro-5-fluoropyridin-4-yl)-1-{[2-(trimethylsilyl)ethoxy]methyl}pyrazole-3-carboxylate